COC=1C=C2CCC/C(/C2=CC1)=N/N (Z)-(6-methoxy-3,4-dihydronaphthalen-1(2H)-ylidene)hydrazine